O1CCN(CC1)C=C(C(C(=O)OCC)=O)OC1=CC(=CC=C1)C ethyl 4-morpholino-2-oxo-3-(3-methylphenoxy)but-3-enoate